(2,3-dichloro-6-methoxyphenyl)boronic acid ClC1=C(C(=CC=C1Cl)OC)B(O)O